C1(CC1)C1=NC=NC(=C1C1=NC=C2C(=N1)N(C([C@H]1[C@@H]2C1)=O)CC1=CC=C(C=C1)C=1N(C=C(N1)C(F)(F)F)C(C)C)OC (6aR,7aS)-3-(4-cyclopropyl-6-methoxypyrimidin-5-yl)-5-(4-(1-isopropyl-4-(trifluoromethyl)-1H-imidazol-2-yl)benzyl)-5,6a,7,7a-tetrahydro-6H-cyclopropa[4,5]pyrido[2,3-d]pyrimidin-6-one